bis-(trimethylsilyl)triphenylsilyl-phosphine C[Si](C)(C)P([Si](C1=CC=CC=C1)(C1=CC=CC=C1)C1=CC=CC=C1)[Si](C)(C)C